4-(2-(4-(1H-imidazol-1-yl)-3-methylbenzylidene)hydrazineyl)-7-methoxyquinoline N1(C=NC=C1)C1=C(C=C(C=NNC2=CC=NC3=CC(=CC=C23)OC)C=C1)C